(1r,2s)-2-methylcyclopropan-1-amine hydrochloride Cl.C[C@@H]1[C@@H](C1)N